CC1=NN=C(S1)N 5-Methyl-1,3,4-thiadiazole-2-amine